CS(=O)(=O)O.O(C1=CC=CC=C1)C1=CC=C(C=C1)C1=NN(C2=NC=NC(=C21)N)C2CNCCC2 3-(4-phenoxyphenyl)-1-(piperidin-3-yl)-1H-pyrazolo[3,4-D]pyrimidin-4-amine monomethanesulfonate